1-(3-(1-bromoethyl)phenyl)ethanone BrC(C)C=1C=C(C=CC1)C(C)=O